3-Acetoxy-2-(4-bromophenyl)but-2-enoic acid ethyl ester C(C)OC(C(=C(C)OC(C)=O)C1=CC=C(C=C1)Br)=O